NC1=CC=CC(=N1)C(=O)N1CCOCC1 (6-aminopyridin-2-yl)(morpholino)methanone